(1R,5S,6r)-3-benzyl-6-(1-phenyl-1H-tetrazol-5-yl)-3-azabicyclo[3.1.0]hexane C(C1=CC=CC=C1)N1C[C@H]2C([C@H]2C1)C1=NN=NN1C1=CC=CC=C1